[C@H]12CC(C[C@H](CC1)O2)O[C@@H](CO)C2=C(C=CC(=C2)F)OC(F)F (R)-2-(((1R,3s,5s)-8-oxabicyclo[3.2.1]oct-3-yl)oxy)-2-(2-(difluoromethoxy)-5-fluorophenyl)ethan-1-ol